5-((2r,6s)-4-((1-(2-(difluoromethyl)pyrimidin-4-yl)-1H-imidazol-4-yl)methyl)-6-methylpiperazin-2-yl)-4-methylisobenzofuran-1(3H)-one FC(C1=NC=CC(=N1)N1C=NC(=C1)CN1C[C@H](N[C@H](C1)C)C=1C(=C2COC(C2=CC1)=O)C)F